5-bromo-N1-(2-(tert-butylamino)-1-(2-chloro-5-fluorophenyl)-2-carbonylethyl)-2-fluoro-N1-(4-methoxybenzyl)isophthalamide BrC=1C=C(C(=C(C(=O)N(CC2=CC=C(C=C2)OC)C(C(=C=O)NC(C)(C)C)C2=C(C=CC(=C2)F)Cl)C1)F)C(=O)N